(3-aminophenyl)nickel NC=1C=C(C=CC1)[Ni]